C1(=CC=CC=C1)C1=CC=CC2=C1C(=C(O2)C2=CC=CC=C2)C2=CC=CC=C2 triphenylbenzo[2,3-d]furan